C(C)OC(CC1(OCCO1)C)=O.[2H]C([2H])([2H])C=1N(C2=CC=CC=C2C1)C1=NC=CC=N1 Trideuteromethyl-1-(pyrimidin-2-yl)indole Ethyl-2-methyl-1,3-dioxolan-2-acetat